SCCCOP(=O)([O-])[O-] (3-mercaptopropyl)phosphate